C1(CC=CCC1)C12C=CC(CC1)C2 (cyclohex-3-en-1-yl)bicyclo[2.2.1]hept-2-ene